[Ga].[Pd]=[Te] palladium telluride gallium